6-((R)-1-(4-fluorophenyl)ethyl)-3-methyl-N-((R)-pyrrolidin-3-yl)-1,2,4-triazin-5-amine FC1=CC=C(C=C1)[C@@H](C)C1=C(N=C(N=N1)C)N[C@H]1CNCC1